tert-butyl 6-((3-(trifluoromethyl)phenyl)carbamoyl)indoline-1-carboxylate FC(C=1C=C(C=CC1)NC(=O)C1=CC=C2CCN(C2=C1)C(=O)OC(C)(C)C)(F)F